1-(tert-butyl) 2-methyl (2R,4R)-4-((tert-butyldimethylsilyl) oxy)-2-(2-(chloromethyl) allyl)-pyrrolidine-1,2-dicarboxylate [Si](C)(C)(C(C)(C)C)O[C@@H]1C[C@@](N(C1)C(=O)OC(C)(C)C)(C(=O)OC)CC(=C)CCl